CN1CCC(CC1)C=1C=CC(=NC1)NC1=CC=NC2=CC(=CC=C12)C1=NC=CC=C1 N-(5-(1-methylpiperidin-4-yl)pyridin-2-yl)-7-(pyridin-2-yl)quinolin-4-amine